N-(5-(8-(cyclopropylamino)imidazo[1,2-a]pyrazin-6-yl)-pyridin-3-yl)-3-fluorobenzamide C1(CC1)NC=1C=2N(C=C(N1)C=1C=C(C=NC1)NC(C1=CC(=CC=C1)F)=O)C=CN2